4-chloro-N-(4-piperidylmethyl)benzene-sulfonamide ClC1=CC=C(C=C1)S(=O)(=O)NCC1CCNCC1